N-(2-fluoro-5-(trifluoromethoxy)phenyl)-2-(2-(1-methyl-1H-imidazo[1,2-b]pyrazole-7-carbonyl)-2-azaspiro[3.3]heptan-6-yl)acetamide FC1=C(C=C(C=C1)OC(F)(F)F)NC(CC1CC2(CN(C2)C(=O)C2=C3N(N=C2)C=CN3C)C1)=O